N-((R)-1-(5-fluoro-2-(2-fluoroethoxy)phenyl)ethyl)-3-(1-(tetrahydro-2H-pyran-2-yl)-1H-pyrazol-4-yl)pyrazolo[1,5-a]pyrimidine-5-amine FC=1C=CC(=C(C1)[C@@H](C)NC1=NC=2N(C=C1)N=CC2C=2C=NN(C2)C2OCCCC2)OCCF